[N+](=O)([O-])[O-].[Ho+3].[N+](=O)([O-])[O-].[N+](=O)([O-])[O-] Holmium Nitrate